(cuban-1-yl)methylamine hydrochloride Cl.C12(C3C4C5C3C1C5C24)CN